CC1=CC=C(CI)C=C1 p-methylbenzyl iodide